C(CCCCC)C(C(=O)OCCCCCCOCC(C(COCCCCCCOC(C(CCCCCCCC)CCCCCC)=O)OC(NCCCC1CN(C1)C)=S)OC(NCCCC1CN(C1)C)=S)CCCCCCCC ((2,3-bis(((3-(1-methylazetidin-3-yl)propyl)carbamothioyl)oxy)butane-1,4-diyl)bis(oxy))bis(hexane-6,1-diyl) bis(2-hexyldecanoate)